4-(4-chloro-2-fluorophenyl)-3-(3-chlorophenyl)-1-(cyclopropylmethyl)-5-neopentylpyrrolidine-2-carboxylic acid ClC1=CC(=C(C=C1)C1C(C(N(C1CC(C)(C)C)CC1CC1)C(=O)O)C1=CC(=CC=C1)Cl)F